C[C@H](CC)OC1=CC=C(C=C1)[C@@H](CC(=O)O)C#CC (3R)-3-{4-[(2R)-but-2-yloxy]phenyl}hex-4-ynoic acid